7-chloro-1-(3-fluoro-4-(1-methyl-4-(trifluoromethyl)-1H-imidazol-2-yl)benzyl)-2,4-dimethyl-1,4-dihydropyrimido[5,4-e][1,2,4]triazin-3(2H)-one ClC=1N=CC=2N(C(N(N(C2N1)CC1=CC(=C(C=C1)C=1N(C=C(N1)C(F)(F)F)C)F)C)=O)C